6-nonenyl-trimethylsilane C(CCCCC=CCC)[Si](C)(C)C